BrC1=C(C=C(C=C1I)C(C)(C)C)SC1=CC=C(C=C1)C(C)(C)C (2-bromo-5-(tert-butyl)-3-iodophenyl)(4-(tert-butyl)phenyl)sulfane